5-bromo-N-(4-chlorobenzo[d]isoxazol-3-yl)-2-methoxybenzenesulfonamide BrC=1C=CC(=C(C1)S(=O)(=O)NC1=NOC2=C1C(=CC=C2)Cl)OC